C(C)[C@]1(CC2=C(NN=C2C(=O)N[C@@H]2C(N(C3=C(OC2)C=CC=C3)C)=O)CO1)C (S)-5-ethyl-5-methyl-N-((S)-5-methyl-4-oxo-2,3,4,5-tetrahydrobenzo[b][1,4]oxazepin-3-yl)-1,4,5,7-tetrahydropyrano[3,4-c]pyrazole-3-carboxamide